N(=C=S)C=1CN([C@@H](CC1C(=O)OCC)C)C(=O)OC(C)(C)C (R)-1-tert-butyl 4-ethyl 3-isothiocyanato-6-methyl-5,6-dihydropyridine-1,4(2H)-dicarboxylate